FC1=CC=C(C=N1)NC(=O)C1=C(N(C(=C1C)C(C(=O)NC1[C@@H]2CC3CC(C[C@@H]1C3)(C2)O)=O)C)C N-(6-fluoropyridin-3-yl)-5-(2-(((1R,2s,3S,5s,7s)-5-hydroxyadamantan-2-yl)amino)-2-oxoacetyl)-1,2,4-trimethyl-1H-pyrrole-3-carboxamide